5-oxopyrazolidine-3-carboxamide O=C1CC(NN1)C(=O)N